2-(2-aminopyridin-3-yl)-3-(4-(chloromethyl)phenyl)-N,N-dimethyl-3H-imidazo[4,5-b]pyridine-5-carboxamide NC1=NC=CC=C1C1=NC=2C(=NC(=CC2)C(=O)N(C)C)N1C1=CC=C(C=C1)CCl